[Na+].OC(CCCC(=O)[O-])CCCCC 5-hydroxydecanoate sodium salt